N'-((8-fluoro-1,2,3,5,6,7-hexahydro-s-indacen-4-yl)carbamoyl)-2-methyl-2,3-dihydropyrazolo[5,1-b]oxazole-7-sulfonimidamide FC=1C=2CCCC2C(=C2CCCC12)NC(=O)N=S(=O)(N)C=1C=NN2C1OC(C2)C